ClC1=NC(=C2N=CN(C2=N1)[C@@H]1SC[C@H]([C@H]1O)O)NCC1=CC(=CC=C1)F (2R,3R,4S)-2-(2-chloro-6-(3-fluorobenzylamino)-9H-purin-9-yl)tetrahydrothiophene-3,4-diol